C1(=CC=CC=C1)C1=C(C(=NN=N1)C1=C(C=CC=C1)C1=C(C(=CC=2OC3=C(C21)C=CC=C3)C3=CC=CC=C3)C3=C(C(=CC=2C1=CC=CC=C1CC32)C)C)C3=CC=CC=C3 (diphenyl-triazinyl)[phenyl(dimethylfluorenyl)dibenzofuranyl]benzene